BrC1=C(C=C(C(=C1)Br)OC)S(=O)(=O)NC(CNC1=CC=CC=C1)(CCCC)C 2,4-dibromo-5-methoxy-N-(2-methyl-1-(phenylamino)hexan-2-yl)benzene-sulfonamide